3-[2-[4-(7-bromo-8-chloro-4-oxo-chromen-2-yl)phenoxy]ethoxy]cyclobutanecarboxylic acid methyl ester COC(=O)C1CC(C1)OCCOC1=CC=C(C=C1)C=1OC2=C(C(=CC=C2C(C1)=O)Br)Cl